propyl-benzothiazole dihydrogen phosphate bisulfate S(O)(O)(=O)=O.P(=O)(O)(O)O.C(CC)C=1SC2=C(N1)C=CC=C2